C(C(=C)C)(=O)O isobutenic acid